C(CCC)C=1NC(C2(N1)CC1CC1C2)=O 2'-butylspiro[bicyclo[3.1.0]hexane-3,4'-imidazole]-5'(1'H)-one